diethylhexyl-Butyrylamide C(C)C(CCC(=O)[N-]CCCCCC)CC